C(C)(C)(C)N1C(COCC1)C1=CC(=NC(=C1)Cl)C1=CC(=NC=C1)C(NC)=O tert-butyl-3-(6-chloro-2'-(methylcarbamoyl)-[2,4'-bipyridin]-4-yl)morpholine